C(C)N1CCN(CC1)C1=C(C=C(C=C1)NC=1N=CC2=C(N1)C1(C(N(C2)C=2C=C(C=CC2C)NC(C2=CC(=CC=C2)C(F)(F)F)=O)=O)CC1)F N-(3-(2'-((4-(4-ethylpiperazin-1-yl)-3-fluorophenyl)amino)-7'-oxo-5'H-spiro[cyclopropane-1,8'-pyrido[4,3-d]pyrimidine]-6'(7'H)-yl)-4-methylphenyl)-3-(trifluoromethyl)benzamide